C1(=CC=C(C=C1)C=C(C(=O)O)C(=O)O)C=C(C(=O)O)C(=O)O p-phenylenedi(methylenemalonic acid)